D,L-aspartamid N[C@@H](CC(=O)N)C(=O)N |r|